tert-butyl 4-(4-(4-Fluorophenyl)-1,2,3,4-tetrahydroquinoxaline-1-carboxamido)piperidine-1-carboxylate FC1=CC=C(C=C1)N1CCN(C2=CC=CC=C12)C(=O)NC1CCN(CC1)C(=O)OC(C)(C)C